N-((5-chloro-6-(thiazol-4-ylmethoxy)-1H-indol-2-yl)methyl)-1-methylazetidine-2-carboxamide ClC=1C=C2C=C(NC2=CC1OCC=1N=CSC1)CNC(=O)C1N(CC1)C